6-(4-((4-(1H-pyrazol-4-yl)phenyl)amino)pyrimidin-2-yl)-N-(pyridazin-4-yl)-1H-indole-2-carboxamide N1N=CC(=C1)C1=CC=C(C=C1)NC1=NC(=NC=C1)C1=CC=C2C=C(NC2=C1)C(=O)NC1=CN=NC=C1